ClC1=CC=C(C=C1)C1=NN(CCC1C1=CC=CC=C1)C(=O)NS(=O)(=O)C1=CC=C(C=C1)I 3-(4-chlorophenyl)-N-((4-iodophenyl)sulfonyl)-4-phenyl-5,6-dihydropyridazine-1(4H)-carboxamide